FC=1C=C(C=CC1O)C[C@@H](C(=O)O)NC (2S)-3-(3-fluoro-4-hydroxy-phenyl)-2-(methylamino)propanoic acid